C1(CCCC1)(N)N (1S,2S)-cyclopentanediamine